OC(C(=O)O)(C)O 2,2-dihydroxypropionic acid